N1=C2C(=CC(=C1)CNC(=O)[C@@H]1CCC=3N1C(C(=NC3)NCC3=CC(=CC(=C3)C)C)=O)CNC2 (S)-N-((6,7-dihydro-5H-pyrrolo[3,4-b]pyridin-3-yl)methyl)-3-((3,5-dimethylbenzyl)amino)-4-oxo-4,6,7,8-tetrahydropyrrolo[1,2-a]pyrazine-6-carboxamide